CC=1N=C2N(C=C(N=C2C=2OC(=CC2)C)N)C1 2-methyl-8-(5-methylfuran-2-yl)imidazo[1,2-a]pyrazin-6-amine